C(CCCC=C)[Si](O[Si](C)(C)CCCCC=C)(C)C 1,3-di(hex-5-en-1-yl)-1,1,3,3-tetramethyldisiloxane